3-(5-(2-Fluorophenyl)-3-(4-(piperazin-1-ylmethyl)phenyl)-3H-imidazo[4,5-b]pyridin-2-yl)pyridin-2-amine hydrochloride Cl.FC1=C(C=CC=C1)C1=CC=C2C(=N1)N(C(=N2)C=2C(=NC=CC2)N)C2=CC=C(C=C2)CN2CCNCC2